C(C1=CC=CC=C1)OC(=O)N1[C@H]2C[C@H]([C@@H](C1)C2)O (1R,4R,5R)-5-hydroxy-2-azabicyclo[2.2.1]heptane-2-carboxylic acid benzyl ester